O=C1NCC2(CCCC2)C(C1C(=O)OC)=O Methyl 8,10-dioxo-7-azaspiro[4.5]decane-9-carboxylate